(3E)-6-(decoxymethyl)-3-hexenyl-magnesium chloride C(CCCCCCCCC)OCCC/C=C/CC[Mg]Cl